(R)-3-[2-(indol-3-yl)ethylamino]piperidine-1-carboxylic acid tert-butyl ester C(C)(C)(C)OC(=O)N1C[C@@H](CCC1)NCCC1=CNC2=CC=CC=C12